methyl (1r,4r)-4-(3-chloroanilino)-2'-(2-fluoro-3-{[tri(propan-2-yl)silyl]oxy}propyl)spiro[cyclohexane-1,1'-indene]-4-carboxylate ClC=1C=C(NC2(CCC3(C(=CC4=CC=CC=C34)CC(CO[Si](C(C)C)(C(C)C)C(C)C)F)CC2)C(=O)OC)C=CC1